C(CC)N[O-].C(CCCCCCCCCCCCCCC(C)C)(=O)N isostearamide propylaminoxide